methyl 3-(9-((4-(((tert-butoxycarbonyl)amino)methyl)phenyl)carbamoyl)-4,5-dihydrobenzo[b]thieno[2,3-d]oxepin-8-yl)-6-((4-methoxyphenyl)carbamoyl)picolinate C(C)(C)(C)OC(=O)NCC1=CC=C(C=C1)NC(=O)C1=CC2=C(OCCC3=C2SC=C3)C=C1C=1C(=NC(=CC1)C(NC1=CC=C(C=C1)OC)=O)C(=O)OC